(2S,5R)-5-(2-chlorophenyl)-1-(3'-cyano-[1,1'-biphenyl]-4-carbonyl)pyrrolidine-2-carboxylic acid ClC1=C(C=CC=C1)[C@H]1CC[C@H](N1C(=O)C1=CC=C(C=C1)C1=CC(=CC=C1)C#N)C(=O)O